4-((2'S,3S,4'S,5'R)-1-((1s,4S)-4-carboxycyclohexyl)-6-chloro-4'-(3-chloro-2-fluorophenyl)-2'-neopentylspiro[indoline-3,3'-pyrrolidine]-5'-carboxamido)-3-methoxybenzoic acid C(=O)(O)C1CCC(CC1)N1C[C@@]2([C@@H](N[C@H]([C@@H]2C2=C(C(=CC=C2)Cl)F)C(=O)NC2=C(C=C(C(=O)O)C=C2)OC)CC(C)(C)C)C2=CC=C(C=C12)Cl